N(=[N+]=[N-])CCCSC (3-azidopropyl)(methyl)sulfane